CS(=O)(=O)O[C@@]1(C(N(CC1)C=1C=C2C=CNC2=CC1)=O)C(NCC1=CC(=CC(=C1)F)F)=O (R)-3-((3,5-difluorobenzyl) carbamoyl)-1-(1H-indol-5-yl)-2-oxopyrrolidin-3-yl methanesulfonate